1-[4-(2,3-Dimethylphenyl)piperazin-1-yl]-2-{3-[(3S,4R)-3-fluoro-4-(hydroxymethyl)piperidin-1-carbonyl]-5,6-dihydrocyclopenta[c]pyrazol-1(4H)-yl}ethan-1-on CC1=C(C=CC=C1C)N1CCN(CC1)C(CN1N=C(C2=C1CCC2)C(=O)N2C[C@H]([C@H](CC2)CO)F)=O